(S)-2-amino-(naphthalene-1-yl)ethanol NC[C@@H](O)C1=CC=CC2=CC=CC=C12